tert-butyl-6-[1-methyl-5-(1-methylindazol-5-yl)-4-(5-methyl-1-tetrahydropyran-2-yl-indazol-4-yl)imidazol-2-yl]-2-azaspiro[3.3]heptane-2-carboxylate C(C)(C)(C)OC(=O)N1CC2(C1)CC(C2)C=2N(C(=C(N2)C2=C1C=NN(C1=CC=C2C)C2OCCCC2)C=2C=C1C=NN(C1=CC2)C)C